(4-(1-(4-fluorophenyl)-6-methyl-1H-indazol-5-yl)-1-((1-propyl-1H-pyrazol-4-yl)sulfonyl)piperidin-4-yl)(phenyl)methanol FC1=CC=C(C=C1)N1N=CC2=CC(=C(C=C12)C)C1(CCN(CC1)S(=O)(=O)C=1C=NN(C1)CCC)C(O)C1=CC=CC=C1